2-(2,2-difluoroethoxy)-6-ethoxybenzene-1-sulfonamide FC(COC1=C(C(=CC=C1)OCC)S(=O)(=O)N)F